(3S,4S)-4-((tert-Butoxycarbonyl)amino)-1-(4-(4-((5-chloro-3-fluoropyridin-2-yl)oxy)phenyl)-1,3,5-triazin-2-yl)pyrrolidine-3-carboxylic acid C(C)(C)(C)OC(=O)N[C@H]1[C@H](CN(C1)C1=NC=NC(=N1)C1=CC=C(C=C1)OC1=NC=C(C=C1F)Cl)C(=O)O